BrC1=C(C=CC(=C1)Cl)OCCBr 2-bromo-1-(2-bromoethoxy)-4-chlorobenzene